OC1=C(C=C(C=C1)CCCCC)N1N=C2C(=N1)C=CC=C2 2-(2-hydroxy-5-pentylphenyl)benzotriazole